C(C)(=O)N1CCC(CC1)C1=CC(=C2C(=NC=NN21)N)C2=CC=C(C=C2)C2=C(C(N(C=C2)C2=CC=C(C=C2)F)=O)C(=O)N {4-[7-(1-Acetylpiperidin-4-yl)-4-aminopyrrolo[2,1-f][1,2,4]triazin-5-yl]phenyl}-1-(4-fluorophenyl)-2-oxo-1,2-dihydropyridine-3-carboxamide